3-(3-Butyryl-2-phenyl-1H-indol-1-yl)-2,2-dimethylpropanamide C(CCC)(=O)C1=C(N(C2=CC=CC=C12)CC(C(=O)N)(C)C)C1=CC=CC=C1